OCC1COC2=C(O1)C=CC(=C2)C#CC2=C1C=C(N=CC1=C(N=C2)NC)NC(=O)C2CC2 N-(5-((2-(hydroxymethyl)-2,3-dihydrobenzo[b][1,4]dioxin-6-yl)ethynyl)-8-(methylamino)-2,7-naphthyridin-3-yl)cyclopropanecarboxamide